(E)-(morpholin-4-yl)-N-(2-((4-(pyridin-2-ylmethoxy)phenyl)amino)benzothiazol-6-yl)but-2-enamide N1(CCOCC1)\C(\C(=O)NC1=CC2=C(N=C(S2)NC2=CC=C(C=C2)OCC2=NC=CC=C2)C=C1)=C\C